N'-[(1s,3R)-3-hydroxycyclobutyl]urea OC1CC(C1)NC(N)=O